(±)-1-(2-(Difluoromethoxy)pyridin-4-yl)ethan-1-amine hydrochloride Cl.FC(OC1=NC=CC(=C1)[C@@H](C)N)F |r|